ClC1=C(C=CC=C1)C1CC2(C1)NC(N(C2=O)C=2C(=NC=CC2C)F)=O 2-(2-chlorophenyl)-7-(2-fluoro-4-methylpyridin-3-yl)-5,7-diazaspiro[3.4]octane-6,8-dione